dibenzoyl-Z-tartaric acid C(C1=CC=CC=C1)(=O)C(C(C(=O)O)(O)C(C1=CC=CC=C1)=O)(O)C(=O)O